FC1=CC(=C(C(=C1)[Si](C)(C)C)[C@H]1[C@H]([C@@H]2CC[C@H]1C2)[Si](C)(C)C)C ((1r,2s,3s,4s)-3-(4-fluoro-2-methyl-6-(trimethylsilyl)phenyl)bicyclo[2.2.1]heptane-2-yl)trimethylsilane